oxopimelate O=C(C(=O)[O-])CCCCC(=O)[O-]